N-(4-methyl-3-(2-(5-(pyrazin-2-ylamino)-1H-pyrazol-3-yl)ethyl)phenyl)-3-(methylsulfonyl)benzamide CC1=C(C=C(C=C1)NC(C1=CC(=CC=C1)S(=O)(=O)C)=O)CCC1=NNC(=C1)NC1=NC=CN=C1